N-(azetidin-3-ylidene)hydroxylamine trifluoroacetate salt FC(C(=O)O)(F)F.N1CC(C1)=NO